CC1(OCC2=CC=CC(=C2C1)OC1=NC=C(C=N1)N1C(N[C@](C1=O)(C)CC)=O)C (5R)-3-[2-(3,3-dimethylisochroman-5-yl)oxypyrimidin-5-yl]-5-ethyl-5-methyl-imidazolidine-2,4-dione